4,5-diamino-2-chloropyrimidine NC1=NC(=NC=C1N)Cl